COC1=CC=C(C=C1)C1C(C2CCC(C1)N2C(=O)OC(C)(C)C)C(=O)OC (+/-)-endo-trans-8-tert-Butyl 2-Methyl 3-(4-Methoxyphenyl)-8-azabicyclo[3.2.1]octane-2,8-dicarboxylate